CC1C(C1)C(=O)N 2-methylcyclopropan-1-carboxamide